(E)-N,3-diphenyl-N-(tetra-hydrofuran-2-yl-methyl)prop-2-enamide C1(=CC=CC=C1)N(C(\C=C\C1=CC=CC=C1)=O)CC1OCCC1